C(C)(C)(C)OC(=O)N1C[C@H](CC1)N1N=C(C(=C1N)C#N)Br (S)-3-(5-amino-3-bromo-4-cyano-1H-pyrazol-1-yl)pyrrolidine-1-carboxylic acid tert-butyl ester